O(P([O-])(=O)OP(=O)([O-])[O-])C=CCCC pentenyl diphosphate